1-isopropyl-5-[2-[1-[2-[4-(4-piperidylmethyl)piperazin-1-yl]ethyl]-4-piperidyl]-1H-pyrrolo[2,3-b]pyridin-4-yl]pyridin-2-one C(C)(C)N1C(C=CC(=C1)C1=C2C(=NC=C1)NC(=C2)C2CCN(CC2)CCN2CCN(CC2)CC2CCNCC2)=O